C1C2C3CCC(C3C1CC2)NCCN hexahydro-4,7-methyleneindanyldimethylenediamine